2-(acrylamidomethyl)-3,4,5-trihydroxybenzoic acid propyl ester C(CC)OC(C1=C(C(=C(C(=C1)O)O)O)CNC(C=C)=O)=O